C(CCC)/C(/C(=O)O)=C\C1=CC=C(C=C1)O n-butyl-p-coumaric acid